1-[3-(6-methyl-1,2,4,5-tetrazin-3-yl)phenyl]methanamine CC1=NN=C(N=N1)C=1C=C(C=CC1)CN